C[C@H](CCC(=O)[O-])[C@H]1CC[C@@H]2[C@@]1(C(=O)C[C@H]3[C@H]2[C@@H](C[C@H]4[C@@]3(CC[C@H](C4)O)C)O)C The molecule is conjugate base of 3alpha,7alpha-dihydroxy-12-oxo-5beta-cholanic acid; major species at pH 7.3. It is a conjugate base of a 3alpha,7alpha-dihydroxy-12-oxo-5beta-cholanic acid.